FC(C1=NN=C2N1C=C(N=C2)C=2C=NC(=CC2)O[C@H](CC)C(F)F)(OC)F 3-[difluoro(methoxy)methyl]-6-[6-[(1R)-1-(difluoromethyl)propoxy]-3-pyridyl]-[1,2,4]triazolo[4,3-a]pyrazine